C(C)(C)(C)N1N=NC(=C1)C(=O)NCC1=C(C=C(C=C1)C1=NC=NN2C1=CC(=C2)N2CCOCC2)C(F)(F)F 1-(tert-butyl)-N-(4-(6-morpholinopyrrolo[2,1-f][1,2,4]triazin-4-yl)-2-(trifluoromethyl)benzyl)-1H-1,2,3-triazole-4-carboxamide